5-(1,3-oxazol-2-yl)-2-(3-{3-[(propan-2-yl)amino]pyrrolidin-1-yl}-1,2,4-triazin-6-yl)phenol O1C(=NC=C1)C=1C=CC(=C(C1)O)C1=CN=C(N=N1)N1CC(CC1)NC(C)C